ClC1=NC(=CC=C1CN1CC(C1)NC(OC(C)(C)C)=O)C(NC1=CC=C(C=C1)C1=CC2=C(N=CN=C2N2CCOCC2)N1COCC[Si](C)(C)C)=O tert-butyl (1-((2-chloro-6-((4-(4-morpholino-7-((2-(trimethylsilyl)ethoxy)methyl)-7H-pyrrolo[2,3-d]pyrimidin-6-yl)phenyl)carbamoyl)pyridin-3-yl)methyl)azetidin-3-yl)carbamate